ClC1=CC=C(C=C1)C(=O)C1CCN(CC1)C1=C2C(=NC=N1)NN=C2C(F)(F)F (4-chlorophenyl)(1-(3-(trifluoromethyl)-1H-pyrazolo[3,4-d]pyrimidin-4-yl)piperidin-4-yl)methanone